dipropylene glycol α-linolenate C(CCCCCCC\C=C/C\C=C/C\C=C/CC)(=O)O.CC(COC(C)CO)O